ClC=1C(=C(C=2N(N1)C(C=C(N2)COC)=O)C)C 7-chloro-2-(methoxymethyl)-8,9-dimethyl-pyrimido[1,2-b]pyridazin-4-one